O=C(CC[C@H]1NC(OC1)=O)N1CC(C1)C=1C=NC(=CC1)[C@@H]1CC[C@H](CC1)C(F)(F)F trans-(4R)-4-[3-Oxo-3-[3-[6-[4-(trifluoromethyl)cyclohexyl]-3-pyridyl]azetidin-1-yl]propyl]oxazolidin-2-one